ammonium acryloxydimethacrylate C(=O)(C=C)OC(C(=COC=C(C(=O)[O-])C)C)=O.[NH4+]